C(C)C=1SC(=CN1)NC(C1=CC=CC=C1)=O N-(2-ethylthiazol-5-yl)benzamide